Cl.Cl.ClCC=1C(=NC=CC1)C1=CC=NN1C(C)C 3-(chloromethyl)-2-(1-isopropyl-1H-pyrazol-5-yl)pyridine dihydrochloride salt